methyl (2R)-azetidine-2-carboxylate hydrochloride Cl.N1[C@H](CC1)C(=O)OC